FC(C(=O)OCC)(ON1C2C=C(CN(C1=O)C2)N2N=CC=C2)F ethyl difluoro-(7-oxo-3-pyrazol-1-yl-1,6-diazabicyclo[3.2.1]oct-3-en-6-yloxy)-acetate